S1C2=C(C(=C1)C1=CN=C3C(=N1)N(N=N3)C(C)C=3C=C1C=C(C=NC1=CC3)C=3C=NN(C3)C)C=CC=C2 6-(1-(6-(benzo[b]thiophen-3-yl)-1H-[1,2,3]triazolo[4,5-b]pyrazin-1-yl)ethyl)-3-(1-methyl-1H-pyrazol-4-yl)quinoline